CC1(NC(CC(C1)OCC#C)(C)C)C 2,2,6,6-tetramethyl-4-(2-propynyloxy)piperidine